NC1=CC=C(OC2=CC=C(C=C2)C(C)(C)C2=CC=C(C=C2)OC2=CC=C(C=C2)N)C=C1 2,2-Bis[4-(4-aminophenoxy)-phenyl]propane